N-[(3-bromo-5-chloro-phenyl)-[3-(bromomethyl)oxetan-3-yl]methyl]-2-methyl-propane-2-sulfinamide BrC=1C=C(C=C(C1)Cl)C(NS(=O)C(C)(C)C)C1(COC1)CBr